[Mg].[Al].[S] sulfur aluminum magnesium salt